3-{[4-(Methoxycarbonyl)-2-nitrophenyl]sulfanyl}isonicotinic acid methyl ester COC(C1=C(C=NC=C1)SC1=C(C=C(C=C1)C(=O)OC)[N+](=O)[O-])=O